C[C@]12CC(C[C@](CCC1)(N2)C)=CC=2N=CC(=NC2)C=2C(=CC(=NC2)N2C=NC=C2)O 5-(5-((Z)-((1r,5s)-1,5-dimethyl-9-azabicyclo[3.3.1]non-3-ylidene)methyl)pyrazin-2-yl)-2-(1H-imidazol-1-yl)pyridin-4-ol